tert-butyl (2S)-4-[7-bromo-6-chloro-2-[2-[4-[(2-ethoxy-2-oxo-ethoxy)methyl]-1-piperidyl]ethoxy]-8-fluoro-quinazolin-4-yl]-2-(cyanomethyl)piperazine-1-carboxylate BrC1=C(C=C2C(=NC(=NC2=C1F)OCCN1CCC(CC1)COCC(=O)OCC)N1C[C@@H](N(CC1)C(=O)OC(C)(C)C)CC#N)Cl